2-(2-((5-Bromo-2-((2-methoxy-5-methyl-4-(4-methyl-4,7-diazaspiro[2.5]octane-7-yl)phenyl)amino)pyrimidin-4-yl)amino)-4-fluorophenyl)propan-2-ol BrC=1C(=NC(=NC1)NC1=C(C=C(C(=C1)C)N1CCN(C2(CC2)C1)C)OC)NC1=C(C=CC(=C1)F)C(C)(C)O